FC(C1=CN=CC(=N1)OC1NCC12CCC2)(F)F [6-(trifluoromethyl)pyrazin-2-yl]Oxy-2-azaspiro[3.3]Heptane